CN1C=NC(=C1)N1C=NC(=C1)N 1'-methyl-1'h-1,4'-biimidazole-4-amine